C(C)(C)(C)OC(=O)N1[C@@H](C[C@@H](C1)C1CCCCC1)C(NC1=CC=C(C=C1)C(=O)OC(C)(C)C)=O (2S,4R)-2-((4-(tert-butoxycarbonyl)phenyl)carbamoyl)-4-cyclohexylpyrrolidine-1-carboxylic acid tert-butyl ester